8-chloro-2-[4-ethoxy-2-[(4-methoxyphenyl)methoxy]phenyl]chromen-4-one ClC=1C=CC=C2C(C=C(OC12)C1=C(C=C(C=C1)OCC)OCC1=CC=C(C=C1)OC)=O